methyl 2-(1-bromoethyl)-6-(3-chloro-phenyl)-nicotinate BrC(C)C1=C(C(=O)OC)C=CC(=N1)C1=CC(=CC=C1)Cl